tert-butyl 3-[[5-[2-[3-(difluoromethoxy)-4-fluoro-phenoxy]pyrimidin-5-yl]-3-pyridyl]amino]azetidine-1-carboxylate FC(OC=1C=C(OC2=NC=C(C=N2)C=2C=C(C=NC2)NC2CN(C2)C(=O)OC(C)(C)C)C=CC1F)F